1-(3-((6-Nitropyridin-3-yl)oxy)azetidin-1-yl)ethan-1-one [N+](=O)([O-])C1=CC=C(C=N1)OC1CN(C1)C(C)=O